tert-butyl (3-amino-1-(4-bromothiazol-2-yl)propyl)carbamate NCCC(C=1SC=C(N1)Br)NC(OC(C)(C)C)=O